FC1=CC(=C2C=C(NC2=C1)C(=O)O)NS(=O)(=O)C 6-fluoro-4-(methylsulphonamido)-1H-indole-2-carboxylic acid